NC=1SC2=C(N1)C=CC=C2C2=NC=CC(=N2)NC(C)=O N-(2-(2-aminobenzo[d]thiazol-7-yl)pyrimidin-4-yl)acetamide